COC(=O)C1=CC2=C(N(CC(N(S2(=O)=O)CC2=CC=C(C=C2)OC)(CCCC)CCCC)C2=CC=CC=C2)C=C1SC 3,3-Dibutyl-2-(4-methoxybenzyl)-7-(methylthio)-5-phenyl-2,3,4,5-tetrahydro-1,2,5-benzothiadiazepine-8-carboxylic acid methyl ester 1,1-dioxide